C(C)(C)(C)OC(CC(CC(C=C)O)O)=O 3,5-dihydroxy-6-heptenoic acid tert-butyl ester